P(O)(O)(O)=O.[Fe] iron compound with phosphoric acid